ClC=1C(=C(C=CC1)NC1=NC=NC2=CC(=C(C=C12)[N+](=O)[O-])C#C[C@@]12CN(C[C@H]2C1)C1COC1)F N-(3-chloro-2-fluorophenyl)-6-nitro-7-(((1r,5s)-3-(oxetan-3-yl)-3-azabicyclo[3.1.0]hexane-1-yl)ethynyl)quinazolin-4-amine